C(C)OC(=O)C1CCN(CC1)C(=O)OC(C)(C)C N-(tert-butoxycarbonyl)-4-piperidinecarboxylic acid ethyl ester